CN1C(=CC=C1)C1=NOC2=C1C(C1=C(C2=O)C=CS1)=O 3-(1-methyl-1H-pyrrol-2-yl)thieno[3',2':4,5]benzo[1,2-d]isoxazole-4,8-dione